FC(OC1=NC(=CC=C1NC(=O)C1(CC(C1)CO)C1=C(C=CC=C1)C(C)C)C)F N-(2-(difluoromethoxy)-6-methylpyridin-3-yl)-3-(hydroxymethyl)-1-(2-isopropylphenyl)cyclobutane-1-carboxamide